[Pd](Br)Br.C1(=C(C=CC=C1)PC1=C(C=CC=C1)C)C ditolylphosphine palladium bromide